2-amino-1-[4-(2,3,4-trichloro-6-hydroxyphenyl)piperidin-1-yl]ethan-1-one NCC(=O)N1CCC(CC1)C1=C(C(=C(C=C1O)Cl)Cl)Cl